BrCC(=O)N(CC(=O)OC(C)(C)C)CC tert-butyl N-(bromoacetyl)-N-ethylglycinate